(2R,3R)-1-[2-(1,3-benzothiazole-6-sulfonyl)-2H,4H,5H,6H-pyrrolo[3,4-c]pyrazol-5-yl]-3-hydroxy-2-phenylbutan-1-one S1C=NC2=C1C=C(C=C2)S(=O)(=O)N2N=C1C(=C2)CN(C1)C([C@@H]([C@@H](C)O)C1=CC=CC=C1)=O